1-fluoro-3-iodo-benzene FC1=CC(=CC=C1)I